N-cyclopentyl-4-methyl-5-[2-[4-(1-methyl-3-piperidinyl)anilino]pyrimidin-4-yl]thiazol-2-amine C1(CCCC1)NC=1SC(=C(N1)C)C1=NC(=NC=C1)NC1=CC=C(C=C1)C1CN(CCC1)C